ClC1=C(C=CC=C1)[C@@H]1[C@H](COC(C1)(C)C)C(=O)N1CC(C2(CN(C2)C(C=C)=O)CC1)(F)F (7-((3R,4S)-4-(2-chlorophenyl)-6,6-dimethyltetrahydro-2H-pyran-3-carbonyl)-5,5-difluoro-2,7-diazaspiro[3.5]nonan-2-yl)prop-2-en-1-one